NCC(=O)O.OC(C[N+](C)(C)C)CC([O-])=O carnitine glycine salt